L-2-tert-butylglycine C(C)(C)(C)[C@H](N)C(=O)O